[BH4-].[Li+].OCC(C(C1=C2C=CNC2=C(C=C1OC)C)N1N=C2C=C(C=CC2=C1)C#N)(C)C 2-(3-hydroxy-1-(5-methoxy-7-methyl-1H-indol-4-yl)-2,2-dimethylpropyl)-2H-indazole-6-carbonitrile Lithium borohydride